NC1C(CN(CC1)C1=CC=C(C=C1)NC1=NC=C(C(=N1)N1CC(OCC1)C#N)C(F)(F)F)O 4-(2-{[4-(4-amino-3-hydroxypiperidin-1-yl)phenyl]amino}-5-(trifluoromethyl)pyrimidin-4-yl)morpholine-2-carbonitrile